ClC1=C(C=NC(=C1)NC(C)=O)C1=NC=C(C=C1)N1C(COCC1)=O N-(4'-chloro-5-(3-oxomorpholino)-[2,3'-bipyridin]-6'-yl)acetamide